3-(benzyloxy)-2-(4-methylpiperazin-1-yl)propanoate C(C1=CC=CC=C1)OCC(C(=O)[O-])N1CCN(CC1)C